COP(=O)(OC)C1=CC=C(C=C1)B1OC(C(O1)(C)C)(C)C 2-(4-dimethoxyphosphorylphenyl)-4,4,5,5-tetramethyl-1,3,2-dioxaborolane